C(C(C)C)NC(\C=C\CCCCCC)=O 3E-Nonenoic acid-N-isobutylamide